2,7-dimethoxynaphthalene-1,6-dicarbaldehyde COC1=C(C2=CC(=C(C=C2C=C1)C=O)OC)C=O